C(C)(C)(C)NC1=NC(=CC2=C1CN1[C@@H](CO2)CN(CC1)C(=O)OC(C)(C)C)C1=C(C=CC=C1O)F tert-butyl (6aR)-1-(tert-butylamino)-3-(2-fluoro-6-hydroxyphenyl)-6a,7,9,10-tetrahydro-6H-pyrazino[2,1-c]pyrido[3,4-f][1,4]oxazepine-8(12H)-carboxylate